1-[2-(Methylsulfanyl)-5-[2-(triisopropylsilyl)ethynyl]pyrido[2,3-d]pyrimidin-7-yl]-3-oxa-1-azaspiro[4.4]nonan-2-one CSC=1N=CC2=C(N1)N=C(C=C2C#C[Si](C(C)C)(C(C)C)C(C)C)N2C(OCC21CCCC1)=O